C(C)OC1=C(C2=C(C3=C(O2)C(=CC=C3)F)C=C1)F 7-ethoxy-4,6-difluorodibenzo[b,D]furan